Cl.FC=1C=C(C=CC1)C1=NOC(=N1)N(C)C1=CC=CC=C1 [3-(3-fluorophenyl)-1,2,4-oxadiazol-5-yl]-phenyl-methylamine hydrochloride